FC=1C=CC(=C(OCCC=2C(=NN(C2C)C)CC(C)O)C1)C=1C=CC=2N(C1)C(=CN2)CNC (4-(2-(5-fluoro-2-(3-((methylamino)methyl)imidazo[1,2-a]pyridin-6-yl)phenoxy)ethyl)-1,5-dimethyl-1H-pyrazol-3-yl)propan-2-ol